OC(CN1N=C2N=C(C=CC2=C1)C1=C(C=C(C=C1C)C(F)(F)F)O)(C)C 2-[2-(2-hydroxy-2-methyl-propyl)pyrazolo[3,4-b]pyridin-6-yl]-3-methyl-5-(trifluoromethyl)phenol